N=1C=CN2C1C=CC(=C2)CNC(C2=CC=C(C=C2)S(=O)(=O)N2CC1CCC(C2)O1)=O N-{imidazo[1,2-a]pyridin-6-ylmethyl}-4-{8-oxa-3-azabicyclo[3.2.1]octane-3-sulfonyl}benzamide